CN1C[C@@]2(C[C@@H]2C1)C1=CC=CC2=CC=CC=C12 (1R,5S)-3-methyl-1-(naphthalen-1-yl)-3-aza-bicyclo[3.1.0]hexane